5-[(1E)-2-methyl-3-phenoxyprop-1-en-1-yl]-1,3-thiazole-4-carboxylic acid C\C(=C/C1=C(N=CS1)C(=O)O)\COC1=CC=CC=C1